CN(CCC(C)(N)C)C=1C2=C(N=C(N1)C1=CC=NC=C1)C=NC=C2 N1,3-dimethyl-N1-(2-(pyridin-4-yl)pyrido[3,4-d]pyrimidin-4-yl)butane-1,3-diamine